C(C)(C)(C)OC(=O)N1CCC([C@](C2=C1C=CC(=C2)Cl)(C)O)(F)F (5R)-7-chloro-4,4-difluoro-5-hydroxy-5-methyl-2,3,4,5-tetrahydro-1H-1-benzoazepine-1-carboxylic acid tert-butyl ester